FC(C=1N=C2N(CCN(C2)C(=O)[C@@H]2CC23CCN(CC3)C(=O)OC(C(F)(F)F)C(F)(F)F)C1)(F)F |r| 1,1,1,3,3,3-Hexafluoropropan-2-yl (±)-1-(2-(trifluoromethyl)-5,6,7,8-tetrahydroimidazo[1,2-a]pyrazin-7-carbonyl)-6-azaspiro[2.5]octan-6-carboxylat